C(CCCCCCC\C=C/CCCCCCCC)(=O)OC(COC(NC1CN(C1)C)=O)COC(CCCCCCCCCCCCCCC)=O 1-(((1-Methylazetidin-3-yl)carbamoyl)oxy)-3-(palmitoyloxy)propan-2-yl oleate